N[C@H](C(=O)N[C@H](C(=O)OC)C[C@H]1C(NC2(CC2)C1)=O)CC1(CC1)F methyl (2S)-2-[[(2S)-2-amino-3-(1-fluorocyclopropyl)propanoyl]amino]-3-[(6R)-5-oxo-4-azaspiro[2.4]heptan-6-yl]propanoate